6-hydroxy-2-(pyrimidin-2-yl)-3,4-dihydroisoquinolin-1-one OC=1C=C2CCN(C(C2=CC1)=O)C1=NC=CC=N1